CC1=NOC(=C1C=1C=C2C(=NC(=NC2=CC1)C=1C=NN(C1)CC(C)(C)O)N1[C@H](CN(CC1)C(C)=O)C1=CC=CC=C1)C (S)-1-(4-(6-(3,5-dimethylisoxazol-4-yl)-2-(1-(2-hydroxy-2-methylpropyl)-1H-pyrazol-4-yl)quinazolin-4-yl)-3-phenylpiperazin-1-yl)ethan-1-one